NC1=CC=C(C=N1)/C=C/C(=O)NCC=1OC2=C(C1)C=C(C=C2C2=CC=C(C=C2)F)C#CC2(CCC(CC2)(F)F)O (E)-3-(6-aminopyridin-3-yl)-N-((5-((4,4-difluoro-1-hydroxycyclohexyl)ethynyl)-7-(4-fluorophenyl)benzofuran-2-yl)methyl)acrylamide